2-chloro-5-((3-chlorobenzyl)oxy)pyrimidine ClC1=NC=C(C=N1)OCC1=CC(=CC=C1)Cl